C(C)(C)N1N=CC(=C1)C=1C=C(C=CC1)N(C(=O)[C@@H]1CC[C@H](CC1)CNS(=O)(=O)C(C)C)C[C@@H]1CC[C@H](CC1)C1=CC(=C(C=C1)OC)C (trans)-N-(3-(1-Isopropyl-1H-pyrazol-4-yl)phenyl)-N-(((trans)-4-(4-methoxy-3-methylphenyl)cyclohexyl)methyl)-4-((1-methylethylsulfonamido)methyl)cyclohexanecarboxamide